morpholinodithiocarbamic acid O1CCN(CC1)NC(S)=S